BrC1=C(C=CC(=C1)Cl)C=1SC=C(N1)CC(=O)OCC 2-Ethyl 2-[2-(2-bromo-4-chloro-phenyl)thiazol-4-yl]acetate